2-[[6-(1,3-benzothiazol-2-ylamino)-5-methyl-pyridazin-3-yl]-[4-(dimethylamino)butyl]amino]-5-[3-[2-fluoro-4-[3-(methylamino)prop-1-ynyl]phenoxy]propyl]thiazole-4-carboxylic acid S1C(=NC2=C1C=CC=C2)NC2=C(C=C(N=N2)N(C=2SC(=C(N2)C(=O)O)CCCOC2=C(C=C(C=C2)C#CCNC)F)CCCCN(C)C)C